tert-butyl (2R)-2-{2-[(2,4-dimethoxyphenyl)amino]ethyl}-2-methylpyrrolidine-1-carboxylate COC1=C(C=CC(=C1)OC)NCC[C@@]1(N(CCC1)C(=O)OC(C)(C)C)C